CP(=O)(C)CC12CNC(C1)C2 4-(dimethylphosphorylmethyl)-2-azabicyclo[2.1.1]hexane